2-acetamido-3-(1-methyl-1H-indol-3-yl)propanoic acid C(C)(=O)NC(C(=O)O)CC1=CN(C2=CC=CC=C12)C